4-{2-[3-methoxy-4-(1H-pyrazol-4-yl)phenyl]-1-oxo-2,8-diazaspiro[4.5]Decane-8-carbonyl}benzene-1-sulfonamide COC=1C=C(C=CC1C=1C=NNC1)N1C(C2(CC1)CCN(CC2)C(=O)C2=CC=C(C=C2)S(=O)(=O)N)=O